ethyl 3-[(4S)-4-[2-[5-[[6,7-difluoro-4-(methylcarbamoyl)-1H-indol-5-yl]oxy]-2-fluoro-phenyl]-1H-imidazol-4-yl]-4-methyl-chroman-8-yl]propanoate FC1=C(C(=C2C=CNC2=C1F)C(NC)=O)OC=1C=CC(=C(C1)C=1NC=C(N1)[C@]1(CCOC2=C(C=CC=C12)CCC(=O)OCC)C)F